methyl 2-(aminosulfonyl)benzoate NS(=O)(=O)C1=C(C(=O)OC)C=CC=C1